N'2,N'7-Bis[(1-ethylquinolinium-6-yl)methylene]-1,8-naphthyridine-2,7-dicarbohydrazide iodide [I-].C(C)[N+]1=CC=CC2=CC(=CC=C12)C=NNC(=O)C1=NC2=NC(=CC=C2C=C1)C(=O)NN=CC=1C=C2C=CC=[N+](C2=CC1)CC.[I-]